ClC=1N=CC2=C(N1)N(C(C=C2C)=O)C2CCCC2 2-chloro-8-cyclopentyl-5-methyl-8H-pyrido[2,3-d]pyrimidine-7-one